C1(CC=CC=C1)CCCC=1OC=CC1 dihydrophenylpropyl-furan